C(=O)OC1=C(C=C(C(=C1)C=1C=NNC1)F)C1=CN=C(N=N1)N1C[C@@H](NCC1)C(C)C 4-fluoro-2-{3-[(3S)-3-(propan-2-yl)piperazin-1-yl]-1,2,4-triazin-6-yl}-5-(1H-pyrazol-4-yl)phenol formate